BrC=1N=C(N2C1C(=NC=C2)Cl)C2CCC(CC2)C(=O)OC methyl (1r,4r)-4-(1-bromo-8-chloroimidazo[1,5-a]pyrazin-3-yl)cyclohexane-1-carboxylate